2-{6-[5-chloro-2-(ethylamino)pyrimidin-4-yl]-1-oxo-2,3-dihydro-1H-isoindol-2-yl}-N-[(1S)-2-hydroxy-1-(3-methoxyphenyl)ethyl]acetamide ClC=1C(=NC(=NC1)NCC)C1=CC=C2CN(C(C2=C1)=O)CC(=O)N[C@H](CO)C1=CC(=CC=C1)OC